Cl.FCC1(CNC1)N(C)C 3-(fluoromethyl)-N,N-dimethylazetidin-3-amine hydrochloride